N-methyl-1-(6-(trifluoromethyl)pyridazin-3-yl)ethan-1-amine CNC(C)C=1N=NC(=CC1)C(F)(F)F